Triethylammonio 3-(7-hydroxy-3,4-dihydro-2H-quinoline-1-yl)propanesulfonate OC1=CC=C2CCCN(C2=C1)CCCS(=O)(=O)O[N+](CC)(CC)CC